(S)-3-((R)-1-(benzyloxy)ethyl)-4-(1-methyl-1H-pyrazole-4-carbonyl)-1,3,4,5-tetrahydro-2H-benzo[e][1,4]diazepin-2-one C(C1=CC=CC=C1)O[C@H](C)[C@@H]1N(CC2=C(NC1=O)C=CC=C2)C(=O)C=2C=NN(C2)C